SCC1SCC(SC1)CS 2,5-dimercaptomethyl-1,4-dithiacyclohexane